C(=O)(OC(C)(C)C)N[C@@H](CCC(=O)OC(C)(C)C)C(=O)[O-] 5-tert-butyl Boc-L-glutamate